4-(4-(1-(3-(tert-butyl)-1,2,4-oxadiazole-5-carboxamido)ethyl)-3-methylphenyl)-7H-pyrrolo[2,3-d]benzene C(C)(C)(C)C1=NOC(=N1)C(=O)NC(C)C1=C(C=C(C=C1)C1=C2C(CC=C1)=NC=C2)C